5,9-dibromo-7-phenyl-7H-dibenzo[c,g]carbazole BrC1=CC=2N(C=3C=C(C4=C(C3C2C2=C1C=CC=C2)C=CC=C4)Br)C4=CC=CC=C4